4-[[4-[[(1S)-2-hydroxy-1-phenyl-ethyl]amino]-5-(1,3,4-oxadiazol-2-yl)pyrimidin-2-yl]amino]-N,N,2-trimethyl-benzamide OC[C@H](C1=CC=CC=C1)NC1=NC(=NC=C1C=1OC=NN1)NC1=CC(=C(C(=O)N(C)C)C=C1)C